1-(4-(2-(4-(4-(4-((1R,2S)-6-hydroxy-2-phenyl-1,2,3,4-tetrahydronaphthalen-1-yl)phenoxy)butyl)piperazin-1-yl)-2-oxoethoxy)phenyl)dihydropyrimidine-2,4(1H,3H)-dione OC=1C=C2CC[C@@H]([C@@H](C2=CC1)C1=CC=C(OCCCCN2CCN(CC2)C(COC2=CC=C(C=C2)N2C(NC(CC2)=O)=O)=O)C=C1)C1=CC=CC=C1